C1(CC1)N1CCN(CC1)C1CCN(CC1)C1=C(C=C(C(=C1)OC)NC1=NC=NC(=C1)N1OCCC1C1=C(C=CC=C1)OCC1=CC(=CC=C1)F)NC(C=C)=O N-(2-(4-(4-cyclopropylpiperazin-1-yl)piperidin-1-yl)-5-((6-(3-(2-((3-fluorobenzyl)oxy)-phenyl)isoxazolidin-2-yl)pyrimidin-4-yl)amino)-4-methoxyphenyl)acrylamide